(1r,4r)-N1-(5-(2-(2-aminopyridin-3-yl)-5-phenyl-3H-imidazo[4,5-b]pyridin-3-yl)-6-methylpyridin-2-yl)-N4-methylcyclohexane-1,4-dicarboxamide NC1=NC=CC=C1C1=NC=2C(=NC(=CC2)C2=CC=CC=C2)N1C=1C=CC(=NC1C)NC(=O)C1CCC(CC1)C(=O)NC